5-((1-(4-bromo-2-chlorobenzyl)-4-hydroxypiperidin-4-yl)methyl)-1-(4-fluorophenyl)-1,5-dihydro-4H-pyrazolo[3,4-d]pyrimidin-4-one BrC1=CC(=C(CN2CCC(CC2)(O)CN2C=NC3=C(C2=O)C=NN3C3=CC=C(C=C3)F)C=C1)Cl